FC(C(=O)N1CC(CC1)C=CC1=CC=C(C=C1)C(F)(F)F)=C 2-fluoro-1-(3-(4-(trifluoromethyl)styryl)pyrrolidin-1-yl)prop-2-en-1-one